[I-].ClC=1C=C(C=C(C1C=1C=C2C(=CN1)NN=C2C=2C=NN(C2)C)F)C(C(=O)N)N2CCCC2 (3-chloro-5-fluoro-4-(3-(1-methyl-1H-pyrazol-4-yl)-1H-pyrazolo[3,4-c]pyridin-5-yl)phenyl)-2-(pyrrolidin-1-yl)acetamide iodine (1-)